C1(CC1)CS(=NC(C1=CC=C(C=C1)C1=NOC(=N1)C(F)(F)F)=O)(=O)CC1=C(C=CC=C1)F N-((cyclopropylmethyl)(2-fluorobenzyl)(oxo)-lambda6-sulfanylidene)-4-(5-(trifluoromethyl)-1,2,4-oxadiazol-3-yl)benzamide